S1N=C(C2=C1C=CC=C2)N2CCN(CC2)CCN2C(C1=CN=C(C=C1CC2)C(F)(F)F)=O 2-{2-[4-(1,2-Benzisothiazol-3-yl)piperazin-1-yl]ethyl}-6-(trifluoromethyl)-3,4-dihydro-2,7-naphthyridin-1(2H)-one